4,4'-dimethoxy-6,6'-di-tert-butyl-1,1'-spirobiindane-7,7'-diol COC1=C2CCC3(C2=C(C(=C1)C(C)(C)C)O)CCC1=C(C=C(C(=C13)O)C(C)(C)C)OC